ethyl 7-bromo-3-(3-(4-chloro-3,5-dimethylphenoxy)propyl)-1-(2-morpholinoethyl)-1H-indole-2-carboxylate BrC=1C=CC=C2C(=C(N(C12)CCN1CCOCC1)C(=O)OCC)CCCOC1=CC(=C(C(=C1)C)Cl)C